BrC=1C=C(C=CC1)C1=CC2=CC=CC=C2C=C1 2-(3-bromophenyl)naphthalene